N,N-dimethyl-2-(4-(5-(2-methyl-1,2,3,4-tetrahydroisoquinolin-7-yl)-1-tosyl-1H-pyrrolo[2,3-b]pyridin-3-yl)-1H-pyrazol-1-yl)acetamide CN(C(CN1N=CC(=C1)C1=CN(C2=NC=C(C=C21)C2=CC=C1CCN(CC1=C2)C)S(=O)(=O)C2=CC=C(C)C=C2)=O)C